4-{1-[4-(1H-pyrrolo[2,3-b]pyridin-4-yl)-1H-pyrazol-1-yl]ethyl}benzonitrile N1C=CC=2C1=NC=CC2C=2C=NN(C2)C(C)C2=CC=C(C#N)C=C2